FC1(CC1)C(=O)N[C@@H](CC1=CC(=CC=C1)OC)C (R)-1-fluoro-N-(1-(3-methoxyphenyl)propan-2-yl)cyclopropanecarboxamide